C(CC)C(CO)CO 2-n-propyl-1,3-propylene glycol